(4-(3-((4,5-dihydroxy-9,10-dioxo-9,10-dihydroanthracene-2-carbonyl)oxy)propyl)-1-(4-methoxybenzyl)pyridin-1-ium) bromide salt [Br-].OC1=CC(=CC=2C(C3=CC=CC(=C3C(C12)=O)O)=O)C(=O)OCCCC1=CC=[N+](C=C1)CC1=CC=C(C=C1)OC